Tripropylenglycol dimethyl ether COC(C)COC(C)COC(C)COC